(9S)-2-(4-{9-hydroxy-8-oxo-4-thia-2,12-diazatricyclo[7.3.0.03,7]dodeca-1,3(7),5-trienyl}phenyl)acetonitrile O[C@@]12C(C=3C=C(SC3N=C2NCC1)C1=CC=C(C=C1)CC#N)=O